CN1N=C(C(=C1C(=O)N)C(F)(F)F)C(C(F)(F)F)(F)F 1-methyl-3-(1,1,2,2,2-pentafluoroethyl)-4-(trifluoromethyl)-1H-pyrazole-5-carboxamide